tin methyl-sulfonate CS(=O)(=O)[O-].[Sn+4].CS(=O)(=O)[O-].CS(=O)(=O)[O-].CS(=O)(=O)[O-]